C(C)C1=C(C(=CC(=C1)C)CC)C(C#N)C#N 2,6-diethyl-4-methyl-phenylpropanedinitrile